benzyl 8-[4-[tert-butoxycarbonyl(methyl)amino]-1-piperidyl]-2,2-dimethyl-3H-1,4-benzoxazine-4-carboxylate C(C)(C)(C)OC(=O)N(C1CCN(CC1)C1=CC=CC=2N(CC(OC21)(C)C)C(=O)OCC2=CC=CC=C2)C